{2-[(9R)-9-[4-(trifluoromethoxy)phenyl]-6-oxaspiro[4.5]decan-9-yl]ethyl}({[5-(trifluoromethyl)pyridin-3-yl]methyl})amine FC(OC1=CC=C(C=C1)[C@@]1(CCOC2(CCCC2)C1)CCNCC=1C=NC=C(C1)C(F)(F)F)(F)F